N-[4-chloro-6-methyl-5-[7-(methylamino)-1,6-naphthyridin-3-yl]-3-pyridinyl]-4-(1-cyano-1-methyl-ethyl)pyridine-2-carboxamide ClC1=C(C=NC(=C1C=1C=NC2=CC(=NC=C2C1)NC)C)NC(=O)C1=NC=CC(=C1)C(C)(C)C#N